ClC1=C(C=C(C=C1)C1=CN(C(C=C1)=O)C(C)C)C[C@](C(=O)N)(NC(C(C)C1CC1)=O)C1=CC=C(C=C1)C=1N(N=CC1C)C (2S)-3-[2-chloro-5-(1-isopropyl-6-oxo-3-pyridyl)phenyl]-2-(2-cyclopropylpropanoylamino)-[4-(2,4-dimethylpyrazol-3-yl)phenyl]propanamide